N-(tert-Butoxycarbonyl)-4-chloroaniline C(C)(C)(C)OC(=O)NC1=CC=C(C=C1)Cl